5-isobutyl-2-(tert-butylaminosulfonyl)-3-thiopheneboronic acid C(C(C)C)C1=CC(=C(S1)S(=O)(=O)NC(C)(C)C)B(O)O